3-Ethyl-5-(3-methylpyridin-2-ylmethyl)-4-oxo-4,5,6,7-tetrahydropyrazolo[1,5-a]pyrazine-2-carboxylic acid (5-cyclopropyl-[1,3,4]thiadiazol-2-yl) amide C1(CC1)C1=NN=C(S1)NC(=O)C1=NN2C(C(N(CC2)CC2=NC=CC=C2C)=O)=C1CC